OP(O)OP(O)O.C(C)(C)(C)C1=C(C(=CC(=C1)C(C)(C)C)C(C)(C)C)C(O)C(CO)(CO)CO (2,4,6-tri(tert-butyl)phenyl)pentaerythritol diphosphite